N-(1-methylbut-2-ynyl)-5-[4-(trifluoromethyl)phenoxy]naphthalene-2-carboxamide CC(C#CC)NC(=O)C1=CC2=CC=CC(=C2C=C1)OC1=CC=C(C=C1)C(F)(F)F